2-chloro-3-(2,6-difluorophenyl)-5-methylpyridine ClC1=NC=C(C=C1C1=C(C=CC=C1F)F)C